dicyclopropyl-(3-methoxy-4-nitrophenyl)phosphine oxide C1(CC1)P(C1=CC(=C(C=C1)[N+](=O)[O-])OC)(C1CC1)=O